3-methyl-N-(2-methylbenzyl)butan-2-amine CC(C(C)NCC1=C(C=CC=C1)C)C